OC[C@H](C1=CC=CC=C1)NC1=CC(=NC=C1C=1OC=NN1)NC1=CC=C2C(=N1)C(NC2=O)(C)C (S)-2-((4-((2-hydroxy-1-phenylethyl)amino)-5-(1,3,4-oxadiazol-2-yl)pyridin-2-yl)amino)-7,7-dimethyl-6,7-dihydro-5H-pyrrolo[3,4-b]pyridin-5-one